(R)-1-((7-(4-(5-azaspiro[3.4]octan-7-yl)-7-(trifluoromethyl)-3,4-dihydro-2H-benzo[b][1,4]oxazin-5-yl)thieno[3,2-b]pyridin-2-yl)methyl)pyrrolidine-2,5-dione, hydrochloride Cl.C1CCC12NC[C@@H](C2)N2C1=C(OCC2)C=C(C=C1C1=C2C(=NC=C1)C=C(S2)CN2C(CCC2=O)=O)C(F)(F)F